(2S)-3-cyclopentyl-N-cyclopropyl-2-({5-[(1R)-1-[(5-cyclopropyl-2-methylpyridin-3-yl)amino]ethyl]thiophen-2-yl}formamido)propanamide C1(CCCC1)C[C@@H](C(=O)NC1CC1)NC(=O)C=1SC(=CC1)[C@@H](C)NC=1C(=NC=C(C1)C1CC1)C